N1(C=NC=C1)C1CCN(CC1)C(=O)OC(C)(C)C tert-butyl 4-(imidazol-1-yl)piperidine-1-carboxylate